FC(C1=CC=CC(=N1)C(=O)NC1=CC=2N(C=C1C(=O)OCC)N=C(C2)CCC(C)(C)O)F ethyl 5-[[6-(difluoromethyl) pyridine-2-carbonyl]amino]-2-(3-hydroxy-3-methyl-butyl)pyrazolo[1,5-a]pyridine-6-carboxylate